N-(2-chloro-6-methylphenyl)-2-((2-methyl-6-(piperazine-1-yl)pyrimidine-4-yl)amino)thiazole ClC1=C(C(=CC=C1)C)N1C(SC=C1)NC1=NC(=NC(=C1)N1CCNCC1)C